BrC1=CC=CC(=N1)C=N[S@](=O)C(C)(C)C (R)-N-((6-bromopyridin-2-yl)methylene)-2-methylpropane-2-sulfinamide